COC1=CC=C(C=C1)NS(=O)(=O)C=1C=C(C(=O)NC=2C=NC(=CC2)OC)C=CC1 3-(N-(4-methoxyphenyl)sulfamoyl)-N-(6-methoxypyridin-3-yl)benzamide